COCCOC(=O)N1CC(C1)(C1=C(C=CC=C1)C(C)C)C(NC=1C=NC(=CC1OC)Cl)=O 3-((6-Chloro-4-methoxypyridin-3-yl)carbamoyl)-3-(2-isopropylphenyl)azetidine-1-carboxylic acid 2-methoxyethyl ester